C1(CC1)CC1=CC(=NN1C)I 5-(cyclopropylmethyl)-3-iodo-1-methyl-1H-pyrazole